BrC1=CC(=CC=2C=COC21)C(=O)OCC ethyl 7-bromobenzofuran-5-carboxylate